N=1C=CN2C1C(=NC=C2)OCC2=NC=C(C(=O)N)C=C2 6-((imidazo[1,2-a]pyrazin-8-yloxy)methyl)nicotinamide